C1(CC1)N(C(=O)C=1C(=NN(C1F)C)C(F)F)CC1=C(C=CC(=C1)C)C(C)C N-Cyclopropyl-3-(difluoromethyl)-5-fluoro-N-(2-isopropyl-5-methylbenzyl)-1-methyl-1H-pyrazole-4-carboxamide